C(C)NC(=O)NC=1OC(=CN1)CO 1-ethyl-3-(5-(hydroxymethyl)oxazol-2-yl)urea